C=CC(C)C iso-pentanen